1-[[3-(1-hydroxyethyl)-6-[6-[(6-methylpyridazin-3-yl)amino]benzimidazol-1-yl]-2-pyridinyl]oxymethyl]cyclopropanecarbonitrile OC(C)C=1C(=NC(=CC1)N1C=NC2=C1C=C(C=C2)NC=2N=NC(=CC2)C)OCC2(CC2)C#N